ClC1=C(C(=CC=C1)F)NC(C1=C(C=C(C(=C1)F)C=1SC(=C(N1)C(C)(C)O)C(F)(F)F)O[C@H](C(F)(F)F)C)=O (S)-N-(2-Chloro-6-fluorophenyl)-5-fluoro-4-(4-(2-hydroxypropan-2-yl)-5-(trifluoromethyl)thiazol-2-yl)-2-((1,1,1-trifluoropropan-2-yl)oxy)benzamide